7-{2-[4-(1,2-Benzisoxazol-3-yl)piperazin-1-yl]ethyl}-6,7-dihydro-1,7-naphthyridin-8(5H)-one O1N=C(C2=C1C=CC=C2)N2CCN(CC2)CCN2CCC=1C=CC=NC1C2=O